(±)-3-(2-(Azetidin-1-yl)pyrimidin-5-yl)-3-(3-(3-(5,6,7,8-tetrahydro-1,8-naphthyridin-2-yl)propyl)-1H-pyrazol-1-yl)propanoic acid N1(CCC1)C1=NC=C(C=N1)[C@@H](CC(=O)O)N1N=C(C=C1)CCCC1=NC=2NCCCC2C=C1 |r|